FC(C(=O)O)(F)F.FC(C(=O)O)(F)F.C1(=CC=CC=C1)C1=CC(NC1)C(=O)N 4-phenyl-2,5-dihydro-1H-pyrrole-2-carboxamide di-trifluoroacetate salt